OC=1C=C2CN(C(C2=CC1)=O)CC1=CC=C(C=C1)OC 5-hydroxy-2-(4-methoxybenzyl)isoindolin-1-one